7-methylisoindole-1,3(2H)-dione CC=1C=CC=C2C(NC(C12)=O)=O